3-bromo-5-chloropyrazolo[1,5-a]pyrimidine-6-ol BrC=1C=NN2C1N=C(C(=C2)O)Cl